C(C)N(C(C1=CC=C(C=C1)F)=O)[C@H](C(=O)NC1=CC=C(C=C1)S(NCC)(=O)=O)CC1=CC=CC=C1 (S)-N-ethyl-N-(1-((4-(N-ethylsulfamoyl)phenyl)amino)-1-oxo-3-phenylpropan-2-yl)-4-fluorobenzamide